3-trifluoromethyl-1-methyl-4-pyrazolecarboxylic acid FC(C1=NN(C=C1C(=O)O)C)(F)F